tert-butyl N-(1-(5-bromo-3-cyano-4-(4-cyano-3-fluorophenyl)-6-methylpyridin-2-yl)piperidine-4-yl)carbamate BrC=1C(=C(C(=NC1C)N1CCC(CC1)NC(OC(C)(C)C)=O)C#N)C1=CC(=C(C=C1)C#N)F